N5-((6-(3-(difluoromethyl)-5,6-dihydro-[1,2,4]triazolo[4,3-a]pyrazin-7(8H)-yl)pyridin-3-yl)methyl)isoquinoline-1,5-diamine FC(C1=NN=C2N1CCN(C2)C2=CC=C(C=N2)CNC=2C=1C=CN=C(C1C=CC2)N)F